rac-(1S*,2S*)-2-(3-chloro-2-fluorophenyl)cyclopropane-1-carboxylic acid ClC=1C(=C(C=CC1)[C@@H]1[C@H](C1)C(=O)O)F |r|